(Z)-3-chloro-2-cyano-3-(3,4-dimethoxy-5-nitrophenyl)-N-ethylacrylamide Cl\C(=C(/C(=O)NCC)\C#N)\C1=CC(=C(C(=C1)[N+](=O)[O-])OC)OC